[6-(1-Ethylazetidin-3-yl)pyridazin-3-yl]-5-{2-methylimidazo[1,2-b]pyridazin-6-yl}phenol C(C)N1CC(C1)C1=CC=C(N=N1)C1=C(C=C(C=C1)C=1C=CC=2N(N1)C=C(N2)C)O